COC1=CC=C(CN(C2=C(C(=C(C(=C2)Br)CC=O)F)F)CC2=CC=C(C=C2)OC)C=C1 2-(4-(bis(4-methoxybenzyl)amino)-6-bromo-2,3-difluorophenyl)acetaldehyde